OC1=CC=C(C=C1)C(=C(CC)C1=CC=C(C=C1)O)C1=CC=C(OCCN2CCC(CC2)CN2C(CN(CC2C)C=2C=C3C(N(C(C3=CC2F)=O)C2C(NC(CC2)=O)=O)=O)C)C=C1 5-(4-((1-(2-(4-(1,2-bis(4-hydroxyphenyl)but-1-en-1-yl)phenoxy)ethyl)piperidin-4-yl)methyl)-3,5-dimethylpiperazin-1-yl)-2-(2,6-dioxopiperidin-3-yl)-6-fluoroisoindoline-1,3-dione